4-Amino-4-deoxy-α-D-rhamnopyranosyl-(1→2)-4-amino-4-deoxy-α-D-rhamnopyranosyl-(1→3)-4-amino-4-deoxy-D-rhamnose N[C@H]1[C@@H]([C@@H]([C@H](O[C@@H]1C)O[C@@H]1[C@H](O[C@@H]([C@H]([C@@H]1O)N)C)O[C@H]([C@@H](C=O)O)[C@@H]([C@H](O)C)N)O)O